P(=O)([O-])([O-])[O-].[Al+3] mono-aluminum phosphate